oxepin-5(2H)-one O1CC=CC(C=C1)=O